CN1N=C(C(=C1)C1=CC=C2C(=CNC2=C1)C1=NC(=NC=C1C(F)(F)F)N[C@@H]1CNCCC1)C 4-[6-(1,3-dimethylpyrazol-4-yl)-1H-indol-3-yl]-N-[(3S)-3-piperidyl]-5-(trifluoromethyl)pyrimidin-2-amine